1-(1-benzyl-7-fluoro-3-methyl-2-oxo-3,4-dihydroquinolin-6-yl)-3-tert-butylurea C(C1=CC=CC=C1)N1C(C(CC2=CC(=C(C=C12)F)NC(=O)NC(C)(C)C)C)=O